CCC(C(O)OC)O 3-methyl-methoxy-1,2-propanediol